N1C(=NC=C1)NC(C1=CC=CC=C1)=O N-(1H-IMIDAZOL-2-YL)BENZAMID